2-(2-(6-((cis)-2,6-dimethylmorpholino)pyridin-2-yl)-1,6-naphthyridin-7-yl)-N-((3R,5R)-5-fluoro-1-(methylsulfonyl)piperidin-3-yl)acetamide C[C@@H]1O[C@@H](CN(C1)C1=CC=CC(=N1)C1=NC2=CC(=NC=C2C=C1)CC(=O)N[C@H]1CN(C[C@@H](C1)F)S(=O)(=O)C)C